NC1=NC=C2C=C(C=NC2=C1I)C=1C(=CC(=NC1)C(CC)=O)C 1-[5-(7-amino-8-iodo-1,6-naphthyridin-3-yl)-4-methylpyridin-2-yl]propan-1-one